CN(CCN(C1=CC(=C(C(=C1NC(C=C)=O)F)[N+](=O)[O-])OC)C)C N-(6-((2-(dimethylamino)ethyl)(methyl)amino)-2-fluoro-4-methoxy-3-nitrophenyl)acrylamide